O=C1N(C(CC1)=O)OC(CCCC(NCCOCCOCCOCCOCCOCCNC(=O)C1=CC(=C(OC(=O)C=2C3=CC=CC=C3[N+](=C3C=CC=CC23)CCCS(=O)(=O)[O-])C(=C1)C)C)=O)=O 3-(9-((4-((23-((2,5-dioxopyrrolidin-1-yl)oxy)-19,23-dioxo-3,6,9,12,15-pentaoxa-18-azatricosyl)carbamoyl)-2,6-dimethylphenoxy)carbonyl)acridin-10-ium-10-yl)propane-1-sulfonate